FC=1C=C2CC[C@@](C2=CC1)(O)CC(=O)NCC1=CC(=NC=C1)OCC(F)(F)F |r| (±)-2-(5-Fluoro-1-hydroxy-2,3-dihydro-1H-inden-1-yl)-N-((2-(2,2,2-trifluoroethoxy)pyridin-4-yl)methyl)acetamide